COC1=CC=C(C=C1)NS(=O)(=O)C1=CC=C(C=C1)NC(NCC=1C=NC=CC1)=O 3-{4-[(4-methoxyphenyl)sulfamoyl]phenyl}-1-(pyridin-3-ylmethyl)urea